[4-(2-benzyloxy-4-bromo-5-fluoro-phenyl)tetrahydropyran-4-yl]methanol C(C1=CC=CC=C1)OC1=C(C=C(C(=C1)Br)F)C1(CCOCC1)CO